O[C@H]1[C@@H]([C@H]2[C@H]([C@H]([C@H]3[C@@H]4CC[C@H]([C@@H](CCC(=O)NS(=O)(=O)C5=C(C=CC=C5)F)C)[C@]4(CC[C@@H]3[C@]2(CC1)C)C)O)CC)F N-(3a,7a-Dihydroxy-4β-fluoro-6a-ethyl-5β-cholan-24-oyl)-o-fluorophenylsulfonamid